FC1([C@H](C2=C(C=CC(=C2C1)[C@H]1CC[C@@H](C=2C=C(C=C(C12)C#N)F)F)C1=CNC2=NC=CC=C21)O)F (5S,8R)-8-[(1S)-2,2-difluoro-1-hydroxy-7-{1H-pyrrolo[2,3-b]pyridin-3-yl}-2,3-dihydro-1H-inden-4-yl]-3,5-difluoro-5,6,7,8-tetrahydronaphthalene-1-carbonitrile